2,4-Dichloro-3-fluoroanilin ClC1=C(N)C=CC(=C1F)Cl